N-[2-[[(1S)-3-(cyclopropylamino)-1-[[(3S,5R)-5-methyl-2-oxo-pyrrolidin-3-yl]methyl]-2,3-dioxo-propyl]carbamoyl]-3,4,5-trifluoro-phenyl]-2-(trifluoromethyl)pyridine-4-carboxamide C1(CC1)NC(C([C@H](C[C@H]1C(N[C@@H](C1)C)=O)NC(=O)C1=C(C=C(C(=C1F)F)F)NC(=O)C1=CC(=NC=C1)C(F)(F)F)=O)=O